OC1=C(C(=O)O)C(=C(C=C1)O)O 2,5,6-trihydroxybenzoic acid